C[C@H]1C=C[C@H]2CCCC[C@H]2[C@@H]1C3=CC(=C(C(=O)O3)C=O)OC The molecule is a solanapyrone, a pyrancarbaldehyde and a member of octahydronaphthalenes. It has a role as an EC 2.7.7.7 (DNA-directed DNA polymerase) inhibitor.